mono-FMOC-valine C(=O)(OCC1C2=CC=CC=C2C2=CC=CC=C12)N[C@@H](C(C)C)C(=O)O